5-amino-2-(2-methoxyethyl)-6-(2-(trifluoromethyl)phenyl)pyridazin-3(2H)-one NC1=CC(N(N=C1C1=C(C=CC=C1)C(F)(F)F)CCOC)=O